COCCOCCOC1=CC=C(CP(O)(O)=O)C=C1 [4-(2-(2-methoxyethoxy)ethoxy)benzyl]phosphonic acid